2-[3-[[2-[[2-(methyl-phenylamino)-2-oxoethyl]-phenylamino]-2-oxoethyl]carbamoylamino]phenyl]acetic acid CN(C(CN(C(CNC(=O)NC=1C=C(C=CC1)CC(=O)O)=O)C1=CC=CC=C1)=O)C1=CC=CC=C1